(S)-tert-butyl 6-(2-(rac-(3R,5S)-1,5-dimethylpyrrolidin-3-yl)benzo[d]thiazol-5-yl)-3-methyl-3,4-dihydropyridine-1(2H)-carboxylate CN1C[C@@H](C[C@@H]1C)C=1SC2=C(N1)C=C(C=C2)C2=CC[C@@H](CN2C(=O)OC(C)(C)C)C |&1:3,5|